BrC=1C(=C(/C=C/C=2C=C(C=O)C=CC2C(F)(F)F)C=CC1)Cl (E)-3-(3-bromo-2-chlorostyryl)-4-(trifluoromethyl)benzaldehyde